1-[2,2,3,6-tetramethylcyclohexyl]-3-hexanol CC1(C(C(CCC1C)C)CCC(CCC)O)C